C(C=C)N1N(C2=NC(=NC=C2C1=O)NC=1C=C2C(=NN(C2=CC1)C)C)C1=NC(=CC=C1)OC1CCN(CC1)C 2-allyl-6-((1,3-dimethyl-1H-indazol-5-yl)amino)-1-(6-((1-methylpiperidin-4-yl)oxy)pyridin-2-yl)-1,2-dihydro-3H-pyrazolo[3,4-d]pyrimidin-3-one